O[C@H]1[C@@H]([C@H]([C@H](C1)O)C\C=C/CCCC(=O)OC1=CC=C(C=C1)NC(C)=O)\C=C\[C@H](COC1=CC(=CC=C1)C(F)(F)F)O 4-acetamidophenyl (Z)-7-((1R,2R,3R,5S)-3,5-dihydroxy-2-((R,E)-3-hydroxy-4-(3-(trifluoromethyl)phenoxy) but-1-en-1-yl)cyclopentyl)hept-5-enoate